BrC=1C=C2C(=NN(C2=CC1)C1OCCCC1)C 5-bromo-3-methyl-1-(tetrahydro-2H-pyran-2-yl)-1H-indazole